ClC=1C(=NC(=NC1)NC1=NN(N=C1)C)C=1C=C2C(=NC1)CN(C2=O)C(C(=O)N[C@H](CO)C2=CC(=CC(=C2)F)OCC)C 2-(3-{5-chloro-2-[(2-methyl-2H-1,2,3-triazol-4-yl)amino]pyrimidin-4-yl}-5-oxo-5H,6H,7H-pyrrolo[3,4-b]pyridin-6-yl)-N-[(1S)-1-(3-ethoxy-5-fluorophenyl)-2-hydroxyethyl]propionamide